[N+]1(=CC=NC=C1)[N-]C(=O)C1=CC=C(C=C1)C1=CC=C(C=C1)OC(F)(F)F pyrazin-1-ium-1-yl(4'-(trifluoromethoxy)-[1,1'-biphenyl]-4-carbonyl)amid